2-(2-amino-6-(((3,3-difluorocyclobutyl)methyl)amino)-9H-purin-9-yl)-N-(1-ethyl-3-methyl-1H-pyrazol-5-yl)acetamide NC1=NC(=C2N=CN(C2=N1)CC(=O)NC1=CC(=NN1CC)C)NCC1CC(C1)(F)F